2-(4-butylphenyl)acetamide C(CCC)C1=CC=C(C=C1)CC(=O)N